P([O-])([O-])O.S(=O)(=O)(O)O.[Cu+2] copper sulfate, phosphite salt